2-(3-((6-fluorobenzo[d]oxazol-2-yl)methyl)-4-oxo-3,4-dihydrothieno[3,4-d]pyridazin-1-yl)acetic acid FC1=CC2=C(N=C(O2)CN2N=C(C=3C(C2=O)=CSC3)CC(=O)O)C=C1